Cl.OC1=CC=C(C=C1)NC(=NC1=NC(=CC(=N1)C1=CC=C(C=C1)OC)C1=C(C=CC=C1)[N+](=O)[O-])N 1-(4-hydroxyphenyl)-2-(4-(4-methoxyphenyl)-6-(2-nitrophenyl)pyrimidin-2-yl)guanidine hydrochloride